C[C@@H]1O[C@@H](CN([C@@H]1CNC1=NC=C(C=N1)C(F)(F)F)C(=O)C1=NN(C(=C1C1=NC=C(C=C1)F)C)C)C ((2S,3R,6R)-2,6-Dimethyl-3-(((5-(trifluoromethyl)pyrimidin-2-yl)amino)methyl)morpholino)(4-(5-fluoropyridin-2-yl)-1,5-dimethyl-1H-pyrazol-3-yl)methanone